COC=1C=CC2=C(N=C(N2)S(=O)CC2=NC=C(C(=C2C)OC)C)C1 6-methoxy-2-[(4-methoxy-3,5-dimethylpyridin-2-yl)methylsulfinyl]-1,3-benzimidazole